[Na].OC(C)N1N=NN=C1S 1-hydroxyethyl-5-mercapto-1H-tetrazole sodium salt